4-chloro-6-methyl-2-(1-methyl-1H-imidazol-2-yl)thieno[2,3-d]pyrimidine ClC=1C2=C(N=C(N1)C=1N(C=CN1)C)SC(=C2)C